CN1C(C2=C(C=C1)C(=CN2S(=O)(=O)C2=CC=C(C)C=C2)C2=CC=C(C=C2)CN2CCC1(CCOC1)CC2)=O 6-Methyl-3-(4-(2-oxa-8-azaspiro[4.5]dec-8-ylmethyl)phenyl)-1-tosyl-1H-pyrrolo[2,3-c]pyridin-7(6H)-one